6-chloro-3-((1-(2-cyano-3-(4,4-difluoropiperidin-1-yl)-7-(trifluoromethyl)quinoxalin-5-yl)ethyl)amino)picolinic acid ClC1=CC=C(C(=N1)C(=O)O)NC(C)C1=C2N=C(C(=NC2=CC(=C1)C(F)(F)F)C#N)N1CCC(CC1)(F)F